4-(2-acetyl-5-(4-fluorobenzyl)-6,9-dioxo-2,5,8-triazaspiro[3.5]nonan-8-yl)-3-fluorobenzonitrile C(C)(=O)N1CC2(C1)N(C(CN(C2=O)C2=C(C=C(C#N)C=C2)F)=O)CC2=CC=C(C=C2)F